N[C@@](CC(C([2H])([2H])[2H])C([2H])([2H])[2H])(C(=O)O)[2H] leucine-2,5,5,5,5',5',5'-d7